2,3-dihydro-1,3,4-oxadiazole O1CNN=C1